N-((S,E)-1-cyclopropyl-3-(methylsulfonyl)allyl)-2-(cyclopropylfluoromethyl)-4-phenoxypyrimidine-5-carboxamide C1(CC1)[C@@H](\C=C\S(=O)(=O)C)NC(=O)C=1C(=NC(=NC1)C(F)C1CC1)OC1=CC=CC=C1